N,N'-(((oxybis(ethane-2,1-diyl))bis(oxy))bis(propane-3,1-diyl))bis(2-(2-formylphenoxy)acetamide) O(CCOCCCNC(COC1=C(C=CC=C1)C=O)=O)CCOCCCNC(COC1=C(C=CC=C1)C=O)=O